BrC1=CC=C(C=C1)C1=NC2=C(C=NC=C2)N1 2-(4-bromophenyl)-3H-imidazo[4,5-c]pyridine